C(C=C)OCC1=C(C=C(C=C1)Cl)Br 1-(allyloxymethyl)-2-bromo-4-chlorobenzene